C(C#C)OC=1C=C(C=O)C=CC1 3-PROP-2-YNYLOXY-BENZALDEHYDE